C(#N)CC1(CCN(CC1)C(C1=CC=C(C=C1)C(F)(F)F)=O)N1N=CC(=C1)C1=CC=CC=2N1N=C(N2)NC(=O)C2CC2 N-(5-(1-(4-(cyanomethyl)-1-(4-(trifluoromethyl)benzoyl)piperidin-4-yl)-1H-pyrazol-4-yl)-[1,2,4]triazolo[1,5-a]pyridin-2-yl)cyclopropylcarboxamide